(S)-6-(((6-fluoro-2-methylpyridin-3-yl)(1-(3-(trifluoromethyl)oxetan-3-yl)-1H-1,2,3-triazol-4-yl)methyl)amino)-4-(neopentylamino)quinoline-3,8-dicarbonitrile FC1=CC=C(C(=N1)C)[C@@H](C=1N=NN(C1)C1(COC1)C(F)(F)F)NC=1C=C2C(=C(C=NC2=C(C1)C#N)C#N)NCC(C)(C)C